C(C)(C)(C)C=1C(C=CC(C1)=O)=O tertiarybutyl-p-benzoquinone